2-{cis-3-[5-(2-aminopropan-2-yl)-3-fluoropyridin-2-yl]cyclobutyl}-7-methoxy[1,2,4]triazolo[1,5-c]quinazolin-5-amine NC(C)(C)C=1C=C(C(=NC1)[C@H]1C[C@H](C1)C1=NN2C(=NC=3C(=CC=CC3C2=N1)OC)N)F